C(#N)C1=CC(=C(COC2=CC=CC(=N2)C2=CC(=C(CC3=NC4=C(N3C[C@H]3OCC3)C=CC=C4)C=C2)C)C=C1)F (S)-2-(4-(6-((4-Cyano-2-fluorobenzyl)oxy)pyridin-2-yl)-2-methylbenzyl)-1-(oxetan-2-ylmethyl)-1H-benzo[d]imidazol